[Si](C1=CC=CC=C1)(C1=CC=CC=C1)(C(C)(C)C)OCC12CC(C1)(C2)C(=O)OC Methyl 3-(((tert-butyldiphenylsilyl)oxy)methyl)bicyclo[1.1.1]pentane-1-carboxylate